(2S,3R,4R)-3-Hydroxy-4-(4,7,10-tris(2-(tert-butoxy)-2-oxoethyl)-1,4,7,10-tetraazacyclododecan-1-yl)pyrrolidin O[C@@H]1CNC[C@H]1N1CCN(CCN(CCN(CC1)CC(OC(C)(C)C)=O)CC(OC(C)(C)C)=O)CC(=O)OC(C)(C)C